COC1=C(C=CC=C1)C(CC#N)=O 3-(2-methoxyphenyl)-3-oxopropanenitrile